1,3-bis(1,1,2,2-tetrafluoroethoxy)benzene FC(C(F)F)(OC1=CC(=CC=C1)OC(C(F)F)(F)F)F